C(CCC)N1C(CCC1)=O butylpyrrolidinone